C(C)(=O)ON=C(C)C=1C=CC=2N(C3=CC=C(C=C3C2C1)C(C1=C(C=CC=C1)C)=O)CC 1-[9-ethyl-6-(2-methylbenzoyl)-9H-carbazol-3-yl]-acetaldehyde-1-(O-acetyloxime)